methyl 6-(2-chloro-6-fluorophenyl)-4-hydroxypyridazine-3-carboxylate ClC1=C(C(=CC=C1)F)C1=CC(=C(N=N1)C(=O)OC)O